C(C)C1(CS(C2=C(N(C1)C1=CC=CC=C1)C=C(C(=C2)OC[C@](C(=O)O)(C)F)SC)(=O)=O)CC (S)-3-((3,3-diethyl-7-(methylthio)-1,1-dioxido-5-phenyl-2,3,4,5-tetrahydro-1,5-benzothiazepin-8-yl)oxy)-2-fluoro-2-methylpropanoic acid